OCCCCCOCCCC1=CC2=C(N(C(N2C)=O)C2C(NC(CC2)=O)=O)C=C1 3-(5-[3-[(5-hydroxy-pentyl)oxy]propyl]-3-methyl-2-oxo-1,3-benzodiazol-1-yl)piperidine-2,6-dione